ClC=1C(=NN(C1C)C)C=O 4-chloro-1,5-dimethyl-1H-pyrazole-3-carbaldehyde